ClC1=CC=C(C=C1)C=1C=C(C(N(N1)C=1C=NC=CC1)=O)C(=O)N[C@@H](C(F)(F)F)C(C)(C)O 6-(4-chlorophenyl)-3-oxo-2-(pyridin-3-yl)-N-[(2R)-1,1,1-trifluoro-3-hydroxy-3-methylbut-2-yl]-2,3-dihydropyridazine-4-carboxamide